FC=1C=C(C=C(C1F)F)C=1N=NN(C1)[C@@H]1[C@H]([C@@H](SC=2C=NC(=C(C2)Cl)C(F)(F)F)O[C@@H]([C@@H]1O)CO)O 5-Chloro-6-trifluoromethyl-pyridine-3-yl 3-deoxy-3-[4-(3,4,5-trifluorophenyl)-1H-1,2,3-triazol-1-yl]-1-thio-α-D-galactopyranoside